C(C)(=O)N1CC(C1)N1C(N(C(C1)C#N)C1=CN=CC2=CC=CC=C12)=O 1-(1-acetylazetidin-3-yl)-3-(isoquinolin-4-yl)-2-oxoimidazolidine-4-carbonitrile